FC(S(=O)(=O)N1C(=O)C2C3C=CC(C2C1=O)C3)(F)F N-(trifluoromethanesulfonyl)bicyclo[2.2.1]hept-5-ene-2,3-dicarboximide